2-amino-5-bromo-N'-(cyclohexanecarbonyl)nicotinhydrazide NC1=C(C(=O)NNC(=O)C2CCCCC2)C=C(C=N1)Br